adipic acid glutarimide salt C1(CCCC(N1)=O)=O.C(CCCCC(=O)O)(=O)O